C(C)(CC)OC(C(CC(=O)[O-])=O)(CC)OC(C)CC.[Al+3].C(C)(CC)OC(C(CC(=O)[O-])=O)(OC(C)CC)CC.C(C)(CC)OC(C(CC(=O)[O-])=O)(OC(C)CC)CC Aluminum di-s-butoxymonoethylacetoacetate